ClC1=C(C=CC(=C1)C(F)(F)F)N1C(SC2=C1C=C(C=C2)O)=O (2-chloro-4-(trifluoromethyl)-phenyl)-5-hydroxybenzothiazol-2(3H)-one